BrC=1C(=C(N)C(=C(C1I)C)F)F 3-bromo-2,6-difluoro-4-iodo-5-methyl-aniline